(4-phenyl-6-vinyl-1,3,5-triazin-2-yl)methanone methyl-(2R,4S,5R,6R)-5-(2-acetoxyacetamido)-4-hydroxy-2-(p-tolylthio)-6-((1R,2R)-1,2,3-trihydroxypropyl)tetrahydro-2H-pyran-2-carboxylate COC(=O)[C@]1(O[C@H]([C@@H]([C@H](C1)O)NC(COC(C)=O)=O)[C@@H]([C@@H](CO)O)O)SC1=CC=C(C=C1)C.C1(=CC=CC=C1)C1=NC(=NC(=N1)C=C)C=O